N-ethyl-N-(2-(7-fluoro-5-methoxy-1H-indol-3-yl)ethyl)propan-1-amine C(C)N(CCC)CCC1=CNC2=C(C=C(C=C12)OC)F